N-(1-cyclobutyl-1H-pyrazol-4-yl)-6-(1-methyl-1H-pyrazol-4-yl)picolinamide C1(CCC1)N1N=CC(=C1)NC(C1=NC(=CC=C1)C=1C=NN(C1)C)=O